2-undecen-1-ol C(C=CCCCCCCCC)O